(S)-N-(4-amino-6-methylene-5-(quinolin-3-yl)-7,8-dihydro-6H-pyrimido[5,4-b]pyrrolizin-7-yl)acrylamide NC1=NC=NC2=C1C(=C1C([C@@H](CN21)NC(C=C)=O)=C)C=2C=NC1=CC=CC=C1C2